OCC1CCN(CCC1)C(=O)[O-] 4-(hydroxymethyl)azepane-1-carboxylate